2',4'-dichloro-7'-(4-morpholinophenyl)spiro[cyclopentane-1,5'-pyrrolo[2,3-d]pyrimidin]-6'(7'H)-one ClC=1N=C(C2=C(N1)N(C(C21CCCC1)=O)C1=CC=C(C=C1)N1CCOCC1)Cl